CC1=CC=C2C(=NC(=NC2=C1)N1[C@@H](CCC1)CO)NC=1N=CN(C1)C1=CC(=C(C(=C1)OC)OC)OC (S)-(1-(7-methyl-4-((1-(3,4,5-trimethoxyphenyl)-1H-imidazol-4-yl)amino)quinazolin-2-yl)pyrrolidin-2-yl)methanol